(R)-2-(((1-(2,3-Dihydroxypropyl)piperidin-4-yl)thio)methyl)-8-methylquinazolin-4(3H)-one O[C@H](CN1CCC(CC1)SCC1=NC2=C(C=CC=C2C(N1)=O)C)CO